FC(C1=NN(C(=C1C(=O)N)F)C)F 3-(difluoromethyl)-5-fluoro-1-methylpyrazole-4-carboxamide